C(=C)(C)C1=CC(=C(C=O)C=C1)[N+](=O)[O-] 4-isopropenyl-2-nitro-benzaldehyde